Vinyl 3-methylbutyrate CC(CC(=O)OC=C)C